(R)-(3-bromophenyl)-ethylene oxide BrC=1C=C(C=CC1)[C@@H]1CO1